OCC(=O)[C@@H](O)[C@H](O)CO (D)-xylulose